[Na+].OC(CC(=O)[O-])C 3-hydroxybutyrate sodium salt